N-capryloyl-serine C(CCCCCCC)(=O)N[C@@H](CO)C(=O)O